CC1=CC=CC(=N1)C1=NC=CC(=N1)NC1=NC(=NC=C1)NC=1SC=C(N1)C(=O)N1CCNCC1 [2-[[4-[[2-(6-methyl-2-pyridyl)pyrimidin-4-yl]amino]pyrimidin-2-yl]amino]thiazol-4-yl]-piperazin-1-yl-methanone